N-ethyl-2-methyl-N-[[4-[5-(trifluoromethyl)-1,2,4-oxadiazol-3-yl]phenyl]methyl]propanamide t-butylperoxybenzoate C(C)(C)(C)OOC(C1=CC=CC=C1)=O.C(C)N(C(C(C)C)=O)CC1=CC=C(C=C1)C1=NOC(=N1)C(F)(F)F